C12CN(CC(CC1)N2)C2=NC(=NC1=C(C(=C(C=C21)Cl)C=2C=C(C=C(C2)C(F)(F)F)O)F)OCC21CCCN1CCC2 3-(4-(3,8-diazabicyclo-[3.2.1]octan-3-yl)-6-chloro-8-fluoro-2-((tetrahydro-1H-pyrrolizin-7a(5H)-yl)meth-oxy)quinazolin-7-yl)-5-(trifluoromethyl)phenol